C(CC(CCCCCCCCCCCCCO)O)O 1,3,16-hexadecanetriol